3-fluoro-2-hydroxy-5-(1-(4-(piperidin-1-yl)phenyl)-1H-pyrazol-3-yl)benzaldehyde FC=1C(=C(C=O)C=C(C1)C1=NN(C=C1)C1=CC=C(C=C1)N1CCCCC1)O